N-(2-(5-hydroxy-6-oxopyrimidin-1(6H)-yl)-3-(4-((4-(morpholinomethyl)phenyl)ethynyl)phenyl)propyl)acetamide OC1=CN=CN(C1=O)C(CNC(C)=O)CC1=CC=C(C=C1)C#CC1=CC=C(C=C1)CN1CCOCC1